1-methyl-1'-nonyl-4,4'-bipyridinium C[N+]1=CC=C(C=C1)C1=CC=[N+](C=C1)CCCCCCCCC